CN1N=CC(=C1)C=1C=C(C=2N(C1)N=CC2C#N)C2=NC=C(N=C2)N2CCNCC2 6-(1-methyl-1H-pyrazol-4-yl)-4-(5-(piperazin-1-yl)pyrazin-2-yl)pyrazolo[1,5-a]pyridine-3-carbonitrile